C(C)(=O)O.C(C)(=O)O.NC(=O)O aminocarboxylic acid diacetate